ClC1=C(C(=CC=C1)Cl)C1=NC(=NC=C1C(=O)N)NC1=CC(=C(C=C1)C1CCN(CC1)C)C (2,6-dichlorophenyl)-2-((3-methyl-4-(1-methylpiperidin-4-yl)phenyl)amino)pyrimidine-5-carboxamide